8-bromo-3-[(difluoromethyl)sulfanyl]-2-iodoimidazo[1,2-a]pyridine BrC=1C=2N(C=CC1)C(=C(N2)I)SC(F)F